ClC1=C(C(=CC=C1Cl)O)[C@H]1CC(CN1)CC(=O)N1C[C@@H](CC1)O 2-((5R)-5-(2,3-dichloro-6-hydroxyphenyl)pyrrolidin-3-yl)-1-((R)-3-hydroxypyrrolidin-1-yl)ethan-1-one